4-methyl-N-(6-(6-methyl-4,8-dioxo-1,3,6,2-dioxazaborocan-2-yl)-6-((4-nitrophenyl)sulfonamido)hex-4-yn-1-yl)benzenesulfonamide CC1=CC=C(C=C1)S(=O)(=O)NCCCC#CC(NS(=O)(=O)C1=CC=C(C=C1)[N+](=O)[O-])B1OC(CN(CC(O1)=O)C)=O